4-(4-benzylpiperazin-1-yl)-6-chloro-N-(4-methoxybenzyl)pyridine-amine C(C1=CC=CC=C1)N1CCN(CC1)C1=CC(=NC(=C1)Cl)NCC1=CC=C(C=C1)OC